(1R)-2-amino-1-[2-[2-(5-cyclopropyl-2-methylpyrazol-3-yl)oxy-4-fluorophenyl]pyrimidin-5-yl]ethanol NC[C@H](O)C=1C=NC(=NC1)C1=C(C=C(C=C1)F)OC=1N(N=C(C1)C1CC1)C